N-((1R,2R)-2-hydroxycyclohexyl)pyrazine-2-carboxamide O[C@H]1[C@@H](CCCC1)NC(=O)C1=NC=CN=C1